[[(2,6-dinitrobenzyl)oxy]carbonyl]aniline [N+](=O)([O-])C1=C(COC(=O)NC2=CC=CC=C2)C(=CC=C1)[N+](=O)[O-]